3-(5-(5-chloro-7-fluoroindoline-1-carbonyl)-1-oxoisoindolin-2-yl)piperidine-2,6-dione ClC=1C=C2CCN(C2=C(C1)F)C(=O)C=1C=C2CN(C(C2=CC1)=O)C1C(NC(CC1)=O)=O